(2S)-N-((4-carbamimidoylthiophen-2-yl)methyl)-4-hydroxy-1-((4-phenoxybutanoyl)-glycyl)-4-(trifluoromethyl)pyrrolidine-2-carboxamide C(N)(=N)C=1C=C(SC1)CNC(=O)[C@H]1N(CC(C1)(C(F)(F)F)O)C(CNC(CCCOC1=CC=CC=C1)=O)=O